1-hydroxy-3-(3-methoxyphenyl)-1,3-dihydrobenzo[c][1,2]oxaborole-3-carboxylic acid methyl ester COC(=O)C1(C2=C(B(O1)O)C=CC=C2)C2=CC(=CC=C2)OC